FC1=CC=C(C=C1)S(=O)(=O)N1CCC(CC1)C1=CN=C(S1)N 5-[1-(4-fluorobenzene-sulfonyl)piperidin-4-yl]-1,3-thiazol-2-amine